N-tert-butyl-2-({2-chloro-5H,6H,7H-cyclopenta[d]pyrimidin-4-yl}(phenyl)amino)propenamide C(C)(C)(C)NC(C(=C)N(C1=CC=CC=C1)C=1C2=C(N=C(N1)Cl)CCC2)=O